1-O-oleyl-2-O-(3-fluoro-4-methoxybenzyl)-sn-glycero-3-phosphate C(CCCCCCC\C=C/CCCCCCCC)OC[C@@H](OCC1=CC(=C(C=C1)OC)F)COP(=O)(O)O